2-(3-(3,3-dimethyl-1-(4-methyl-4H-1,2,4-triazol-3-yl)cyclobutyl)phenyl)-6-(((1-methylcyclobutyl)amino)methyl)-4-(trifluoromethyl)-isoindolin-1-one CC1(CC(C1)(C1=NN=CN1C)C=1C=C(C=CC1)N1C(C2=CC(=CC(=C2C1)C(F)(F)F)CNC1(CCC1)C)=O)C